ClC=1C=CC(=C(C1)O)C=1N=NC(=CC1C(F)(F)F)NC1CC(C1)(C)O 5-Chloro-2-(6-(((cis)-3-hydroxy-3-methylcyclobutyl)amino)-4-(trifluoromethyl)pyridazin-3-yl)phenol